1,1'-(1,2-acetylenediyl)bis[4-(3-buten-1-yl)benzene] C(#CC1=CC=C(C=C1)CCC=C)C1=CC=C(C=C1)CCC=C